NC1=NN2C(N=C(C=C2)C=2C=C(C(=NC2)OC)NS(=O)(=O)C)=C1 N-(5-(2-aminopyrazolo[1,5-A]pyrimidine-5-yl)-2-methoxypyridin-3-yl)methanesulfonamide